FC=1C=C(C=CC1OC=1C=CC2=CN(N=C2C1)C)NC=1C2=C(N=CN1)C=CC(=N2)OC2CCN(CC2)C(=O)OC(C)(C)C tert-butyl 4-((4-((3-fluoro-4-((2-methyl-2H-indazol-6-yl)oxy)phenyl)amino)pyrido[3,2-d]pyrimidin-6-yl)oxy)piperidine-1-carboxylate